FC=1C=C2C(=CNC2=CC1)CC(C)NC(OC(C)(C)C)=O tert-butyl (1-(5-fluoro-1H-indol-3-yl)propan-2-yl)carbamate